4-(1,1-Dibromoethyl)-6-chloro-5-fluoropyrimidine BrC(C)(Br)C1=NC=NC(=C1F)Cl